n-butyltris(2,6-difluorophenyl)boron C(CCC)C=1C(=C(C(=CC1)F)B(C1=C(C=CC=C1F)F)C1=C(C=CC=C1F)F)F